1-N'-[3-fluoro-4-[[7-methoxy-6-(methylcarbamoyl)-1,5-naphthyridin-4-yl]oxy]phenyl]-1-N-(4-fluorophenyl)cyclopropane-1,1-dicarboxamide FC=1C=C(C=CC1OC1=CC=NC2=CC(=C(N=C12)C(NC)=O)OC)NC(=O)C1(CC1)C(=O)NC1=CC=C(C=C1)F